FC(OC=1C=C(C=CC1)C1=NN2C(=NC=3C=CC=CC3C2=N1)NC=1C(N=CC=CC1)=O)(F)F (3R)-3-({2-[3-(trifluoromethoxy)phenyl][1,2,4]triazolo[1,5-c]quinazolin-5-yl}amino)azepin-2-one